p-Iodophenyl-amino benzoate C(C1=CC=CC=C1)(=O)ONC1=CC=C(C=C1)I